manganese-zinc water O.[Zn].[Mn]